C1(=CC=C(C=C1)C1(CC(CCC1)C=1NCCN1)O)C1=CC=CC=C1 1-([1,1'-biphenyl]-4-yl)-3-(4,5-dihydro-1H-imidazol-2-yl)cyclohexan-1-ol